O=C1NC2(CN(C2)C(=O)N2CC3(C2)CC(C3)CC3=C(OCCNC(CC)=O)C=CC=C3)CO1 N-(2-(2-((2-(6-oxo-7-oxa-2,5-diazaspiro[3.4]octane-2-carbonyl)-2-azaspiro[3.3]heptan-6-yl)methyl)phenoxy)ethyl)propanamide